FC1=C(OC2=CC=C(C=C2C1=O)OC)C1=CC=CC=C1 fluoro-6-methoxy-flavone